2-[[7-benzyloxy-4-(4-fluorophenyl)-3-isopropyl-1-isoquinolinyl]oxy]-6-azaspiro[3.4]octane-6-carboxylic acid tert-butyl ester C(C)(C)(C)OC(=O)N1CC2(CC(C2)OC2=NC(=C(C3=CC=C(C=C23)OCC2=CC=CC=C2)C2=CC=C(C=C2)F)C(C)C)CC1